[4-(prop-2-ylsulfanyl)phenyl]boronic acid CC(C)SC1=CC=C(C=C1)B(O)O